3-(1,3-Dimethyl-1H-indazol-5-yl)-2,5-dimethyl-N-[(2-fluoropyridin-4-yl)methyl]pyrazolo[1,5-a]pyrimidin-7-amine CN1N=C(C2=CC(=CC=C12)C=1C(=NN2C1N=C(C=C2NCC2=CC(=NC=C2)F)C)C)C